radium-aluminum [Al].[Ra]